N-{4-[(1S,3S)-3-butyl-1H,2H,3H,4H,9H-pyrido[3,4-b]indol-1-yl]phenyl}adamantan-1-amine C(CCC)[C@H]1CC2=C(NC3=CC=CC=C23)[C@@H](N1)C1=CC=C(C=C1)NC12CC3CC(CC(C1)C3)C2